(1S)-8,9-difluoro-4-hydroxy-1-(methylamino)-1,5-dihydro-2H-pyrano[3,4-c]isoquinolin-6(4H)-one FC=1C(=CC=2C3=C(NC(C2C1)=O)C(OC[C@H]3NC)O)F